FC1=CC=C(C=C1)C1=CC=C(S1)C(=O)C1=C(C=CC(=C1)I)C (5-(4-fluorophenyl)thiophene-2-yl)(5-iodo-2-methylphenyl)methanone